[Ca].C(CCCCCCCCCCC)C1=C(C=CC=C1)S(=O)(=O)O Dodecyl-benzenesulfonic acid Calcium